FC(C(C)(C)C1=NC=CC(=C1)C1=CN=C(S1)N)(F)F 5-(2-(1,1,1-trifluoro-2-methylpropan-2-yl)pyridin-4-yl)thiazol-2-amine